N(=[N+]=[N-])C1(CC1)C=1C(=CC(=NC1)Cl)C 5-(1-azidocyclopropyl)-2-chloro-4-methylpyridine